4-((1,4-dioxan-2-yl)methyl)-8-(5-methylthiazol-2-yl)-3-oxo-N-((R)-1-(2-(Trifluoromethyl)pyrimidin-5-yl)ethyl)-3,4-dihydro-2H-benzo[b][1,4]oxazine-6-carboxamide O1C(COCC1)CN1C2=C(OCC1=O)C(=CC(=C2)C(=O)N[C@H](C)C=2C=NC(=NC2)C(F)(F)F)C=2SC(=CN2)C